(1R,2S,3R,5R)-3-(7-amino-3H-[1,2,3]triazolo[4,5-d]pyrimidin-3-yl)-5-(((3-(2-(5-(tert-butyl)-1H-benzo[d]imidazol-2-yl)ethyl)cyclobutyl)(isopropyl)amino)methyl)cyclopentane-1,2-diol NC=1C2=C(N=CN1)N(N=N2)[C@H]2[C@@H]([C@@H]([C@H](C2)CN(C(C)C)C2CC(C2)CCC2=NC1=C(N2)C=CC(=C1)C(C)(C)C)O)O